((S)-2-(6-(2-ethyl-5-fluoro-4-hydroxyphenyl)-1H-indazol-3-yl)-5-methyl-4,5,6,7-tetrahydro-3H-imidazo[4,5-c]pyridin-6-yl)methanone C(C)C1=C(C=C(C(=C1)O)F)C1=CC=C2C(=NNC2=C1)C1=NC2=C(CN([C@@H](C2)C=O)C)N1